FC=1C=C2C(=CNC2=CC1F)NC(C(=O)NCC(C1=CC=CC=C1)(F)F)=O N1-(5,6-difluoro-1H-indol-3-yl)-N2-(2,2-difluoro-2-phenylethyl)oxalamide